OC[C@H]1N(C[C@@H]([C@H]([C@@H]1O)O)O)CC1CCN(CC1)C1=CC=CC=C1 (2R,3R,4R,5S)-2-(hydroxymethyl)-1-((1-phenylpiperidin-4-yl)methyl)piperidine-3,4,5-triol